P(=O)([O-])([O-])[O-].[Fe+2].[Li+].C1NCC12CC(C2)O 2-azaspiro[3.3]heptane-6-ol lithium iron phosphate